COC(CN(C(=N)C1CCOCC1)C)OC N-(2,2-dimethoxyethyl)-N-methyl-tetrahydropyran-4-carboxamidine